ClC1=C2C(=CN=C1C)NC(=C2)C(=O)NC2CC[Si](CC2)(C)C 4-chloro-N-(1,1-dimethylsilacyclohex-4-yl)-5-methyl-1H-pyrrolo[2,3-c]pyridine-2-carboxamide